1-(2-amino-6-chlorophenyl)piperidin-4-ol NC1=C(C(=CC=C1)Cl)N1CCC(CC1)O